C(C1=CC=CC=C1)ONC1=C2C(=NC(=N1)Cl)N(N=C2)[C@@H]2O[C@@H]([C@@H]1[C@H]2OC(O1)(C)C)CO ((3aR,4R,6R,6aR)-6-(4-((benzyloxy)amino)-6-chloro-1H-pyrazolo[3,4-d]pyrimidin-1-yl)-2,2-Dimethyltetrahydrofurano[3,4-d][1,3]dioxol-4-yl)methanol